C(#N)C=1C=C(C=C(C1)C(C)(C)O)[S@@](=O)(N)=NC(NC1=C2CCCC2=C(C=2CCCC12)C#N)=O |o1:12| (R) or (S)-3-cyano-N'-((8-cyano-1,2,3,5,6,7-hexahydro-s-indacen-4-yl)carbamoyl)-5-(2-hydroxypropan-2-yl)benzenesulfonimidamide